FC(C(=O)O)(F)F.FC(C(=O)O)(F)F.FC(C(=O)O)(F)F.N[C@H](C(=O)NCCCCCC(=O)OCC1=CC=CC=C1)CSC[C@H](CN)N benzyl 6-((R)-2-amino-3-(((S)-2,3-diaminopropyl)thio)propanamido)hexanoate tris(2,2,2-trifluoroacetate)